ClC1=CC=C(C=C1)C1=NN(CC1C1=CC=CC=C1)/C(=N/[H])/N(S(=O)(=O)C1=CC=C(C=C1)C(F)(F)F)CCS(=O)(=O)O (Z)-2-(3-(4-chlorophenyl)-4-phenyl-N'-((4-(trifluoromethyl)phenyl)sulfonyl)-4,5-dihydro-1H-pyrazole-1-carboximidoylamino)ethane-1-sulfonic acid